NC1=C(C=C(C2=C1CCO2)C(=O)NC2CCN(CC2)CCCOC)Cl 4-amino-5-chloro-2,3-dihydro-N-[1-(3-methoxypropyl)-4-piperidinyl]-7-benzofurancarboxamide